N-(4-chloro-1H-indol-6-yl)-6-(trifluoromethyl)-1H-imidazo[4,5-c]pyridin-2-amine ClC1=C2C=CNC2=CC(=C1)NC=1NC2=C(C=NC(=C2)C(F)(F)F)N1